C(C)(C)(C)OC(=O)N1CCC(CC1)N1CCC(CC1)N1N=C2C=C(C(=CC2=C1)NC(C1=NC(=CC=C1)C(F)(F)F)=O)C(=O)OC methyl 2-(1'-(tert-butoxycarbonyl)-[1,4'-bipiperidin]-4-yl)-5-(6-(trifluoromethyl)picolinamido)-2H-indazole-6-carboxylate